N(=[N+]=[N-])[C@H]1[C@H](CCC[C@H]1N1C(=NC=2C=NC(=CC21)C2=NNC=N2)C2=C(C=CC=C2)F)N (1S,2S,3R)-2-azido-3-(2-(2-fluorophenyl)-6-(1H-1,2,4-triazol-3-yl)-1H-imidazo[4,5-c]pyridin-1-yl)cyclohexan-1-amine